tert-butyl 1-(3-(benzo[d][1,3]dioxol-5-yl)-6-(3-((tert-butyldimethylsilyl)oxy)propyl) pyrazin-2-yl)piperidine-4-carboxylate O1COC2=C1C=CC(=C2)C=2C(=NC(=CN2)CCCO[Si](C)(C)C(C)(C)C)N2CCC(CC2)C(=O)OC(C)(C)C